N-[2-[[4-[1-Methyl-4-(4-pyridyl)pyrazol-3-yl]phenoxy]methyl]-4-quinolyl]methanesulfonamide CN1N=C(C(=C1)C1=CC=NC=C1)C1=CC=C(OCC2=NC3=CC=CC=C3C(=C2)NS(=O)(=O)C)C=C1